(4-isopropylphenyl)-2-((3-trifluoromethylphenyl)amino)nicotinamide C(C)(C)C1=CC=C(C=C1)C1=NC(=C(C(=O)N)C=C1)NC1=CC(=CC=C1)C(F)(F)F